2-[4'-(2-acetoxyethoxy)spiro[1,3-dioxepane-2,9'-thioxanthene]-3'-yl]oxyethyl acetate C(C)(=O)OCCOC=1C=CC=2C3(C4=CC=CC=C4SC2C1OCCOC(C)=O)OCCCCO3